FC(C(F)(F)F)(F)C=1C=C(C=2C=CC=3N(C2N1)C=C(C3)C3=CN=CO3)C(F)(F)F 5-[2-(1,1,2,2,2-pentafluoroethyl)-4-(trifluoromethyl)pyrrolo[1,2-a]1,8-naphthyridin-8-yl]-1,3-oxazole